N1CC2(C=3C1=NC=C(C3)C=3C=C(C=CC3)N3C(CNCC3)=O)CC2 1-(3-(1',2'-Dihydrospiro[cyclopropane-1,3'-pyrrolo[2,3-b]pyridin]-5'-yl)phenyl)piperazin-2-one